(S)-3-(1H-benzo[d]imidazol-5-yl)-4-(4-(3,3-difluorobutoxy)-3-fluorophenyl)oxazolidin-2-one N1C=NC2=C1C=CC(=C2)N2C(OC[C@@H]2C2=CC(=C(C=C2)OCCC(C)(F)F)F)=O